2-(4-chloro-5-(cyanomethyl)-6-oxopyridazin-1(6H)-yl)-N-(3-(N,N-dimethylsulfamoyl)-4-methylphenyl)acetamide ClC=1C=NN(C(C1CC#N)=O)CC(=O)NC1=CC(=C(C=C1)C)S(N(C)C)(=O)=O